1-[2-[2-(2,6-dioxo-3-piperidyl)-1,3-dioxo-isoindolin-4-yl]oxyacetyl]piperidine-4-carboxylic acid O=C1NC(CCC1N1C(C2=CC=CC(=C2C1=O)OCC(=O)N1CCC(CC1)C(=O)O)=O)=O